CS(=O)(=O)OCC1CN(CC1)C(=O)OC(C)(C)C tert-butyl 3-[(methanesulfonyloxy)methyl]pyrrolidine-1-carboxylate